3-amino-4-(6,7-difluoro-1H-indazol-4-yl)-6-(2-methylpropyl)-1H-1,7-phenanthrolin-2-one NC=1C(NC2=C3C=CC=NC3=C(C=C2C1C1=C2C=NNC2=C(C(=C1)F)F)CC(C)C)=O